C(C)C1=NN(C=C1C(=O)OC=1NC2=CC=CC=C2C1C=1NC2=CC=CC=C2C1N=O)CC1=CC=C(C=C1)C1=NOC(=N1)C(F)(F)F 3-(3-nitroso-1H-indol-2-yl)-1H-indol-2-ol ethyl-1-[[4-[5-(trifluoromethyl)-1,2,4-oxadiazol-3-yl]phenyl]methyl]-1H-pyrazole-4-carboxylate